NC1=C(C=C(C=C1)C1=CC=C(C=C1)F)NC(=O)C=1C=NC(=CC1)S(=O)(=NCC)C N-[2-amino-5-(4-fluorophenyl)phenyl]-6-(N-ethyl-S-methyl-sulfonimidoyl)pyridine-3-carboxamide